BrC1=C(C(=NC=C1Cl)N)C#CC1=CC=C(C=C1)N1CCN(CC1)C 4-bromo-5-chloro-3-((4-(4-methylpiperazin-1-yl)phenyl)ethynyl)pyridin-2-amine